2-bromo-Phenol BrC1=C(C=CC=C1)O